CC1=CC=C(C(=O)OC2=C(C=C(C=C2)C)OCC)C=C1 2-ethoxy-4-methylphenyl 4-methylbenzoate